BrCOC(C=C)=O (Bromomethyl)-2-propenoate